N-{[2-fluoro-5-(trifluoromethoxy)phenyl]Methyl}-2-methoxypyridine-3-carboxamide FC1=C(C=C(C=C1)OC(F)(F)F)CNC(=O)C=1C(=NC=CC1)OC